NC1=C(C(=NC=N1)N1CCCC1)C1=CC=C(C=C1)OC1=CC=CC=C1 1-(6-amino-5-(4-phenoxyphenyl)pyrimidin-4-yl)pyrrolidin